[Cu].[Mn].[Zn] zinc-manganese-copper